COC1=NC=C(C(=N1)C)C1=CC=C(C[N+]2=NOC(=C2)[N-]C(NC2=CC(=CC(=C2)C(F)(F)F)NC(CCC2=CC=CC=C2)=O)=O)C=C1 (3-(4-(2-Methoxy-4-methylpyrimidin-5-yl)benzyl)-1,2,3-oxadiazol-3-ium-5-yl)((3-(3-phenylpropanamido)-5-(trifluoromethyl)phenyl)carbamoyl)amide